NC(C)C=1C=C(C=C2C(N(C(=NC12)[C@H]1COCC1)C1CC1)=O)F 8-(1-aminoethyl)-3-cyclopropyl-6-fluoro-2-[(3S)-tetrahydrofuran-3-yl]quinazolin-4-one